FC(CNC(=O)C=1C=NN2C1C=C(C=C2)C2=CNC1=NC=C(C=C12)C=1C=NN2C1CN(CC2)C)F N-(2,2-difluoroethyl)-5-(5-(5-methyl-4,5,6,7-tetrahydropyrazolo[1,5-a]pyrazin-3-yl)-1H-pyrrolo[2,3-b]pyridin-3-yl)pyrazolo[1,5-a]pyridine-3-carboxamide